[Cl-].[Y+3].[Cl-].[Cl-] yttrium chloride salt